2-(5-((R or S)-1-(((R)-((R)-2,3-dihydro-1H-pyrido[2,3-b][1,4]oxazin-3-yl)(phenyl)methyl)amino)propan-2-yl)-2-fluorophenyl)acetic acid N1C2=C(O[C@H](C1)[C@@H](C1=CC=CC=C1)NC[C@H](C)C=1C=CC(=C(C1)CC(=O)O)F)N=CC=C2 |o1:15|